benzyl rac-(2-(2-(2,4-difluorophenyl)-6-(((1R,5S,6s)-1-methyl-3-azabicyclo[3.1.0]hexan-6-yl)oxy)pyridin-4-yl)propan-2-yl)carbamate FC1=C(C=CC(=C1)F)C1=NC(=CC(=C1)C(C)(C)NC(OCC1=CC=CC=C1)=O)O[C@H]1[C@@H]2CNC[C@]12C |r|